ClC1=CC2=C(C=N1)CCN2C2=NC(=NC(=C2)OC)C(C)(F)F 6-chloro-1-(2-(1,1-difluoroethyl)-6-methoxypyrimidin-4-yl)-2,3-dihydro-1H-pyrrolo[3,2-c]pyridine